C1(CCCCC1)N([SiH2]CC[SiH3])C(C)C 1-(cyclohexyl-iso-propylamino)-1,4-disilabutane